methyl bis({11-[2,3-difluoro-4-(4-pentylcyclohexyl)phenoxy]undecyl})-phosphinate FC1=C(OCCCCCCCCCCCP(OC)(=O)CCCCCCCCCCCOC2=C(C(=C(C=C2)C2CCC(CC2)CCCCC)F)F)C=CC(=C1F)C1CCC(CC1)CCCCC